2-((2,2,3,3-tetrafluorocyclobutyl)methyl)-2H-1,2,3-triazole-4-carboxylic acid FC1(C(CC1(F)F)CN1N=CC(=N1)C(=O)O)F